ClC=1C(=NC(=NC1)NC1=NC=C(C=C1)N1CCN(CC1)CCC)NC1=CC(=CC=C1)C(F)(F)F 5-Chloro-N2-(5-(4-propylpiperazin-1-yl)pyridin-2-yl)-N4-(3-(trifluoromethyl)phenyl)pyrimidine-2,4-Diamine